C(CC)C1C(OC(C1)=O)=O 3-propyloxacyclopentane-2,5-dione